tert-butyl (S)-(1-((3-(3-((3-carbamoyl-5-ethyl-6-methoxypyrazin-2-yl)amino)phenoxy)propyl)amino)-1-oxopropan-2-yl)(methyl)carbamate C(N)(=O)C=1C(=NC(=C(N1)CC)OC)NC=1C=C(OCCCNC([C@H](C)N(C(OC(C)(C)C)=O)C)=O)C=CC1